C(N)([O-])=O.[NH4+].ClC1=CC(=NC(=C1)N1[C@@H](COCC1)C)C(C)(C)O (R)-2-(4-chloro-6-(3-methylmorpholino)pyridin-2-yl)propan-2-ol Ammonium Carbamat